FC1=CC=C(C=C1)C1CC(CN(C1)CC1=CC=C(C=C1)C(F)(F)F)CC(=O)O Anti-2-(5-(4-fluorophenyl)-1-(4-(trifluoromethyl)benzyl)piperidin-3-yl)acetic acid